ClC1=C(OC2=C(C(=O)NC3=CC(=CC=C3)S(N)(=O)=O)C=C(C=C2)C(F)(F)F)C=CC(=C1)F 2-(2-chloro-4-fluorophenoxy)-N-(3-sulfamoylphenyl)-5-(trifluoromethyl)benzamide